(S)-3-(5-(3,5-dimethylisoxazol-4-yl)-1-(1-(pyridin-2-yl)ethyl)-1H-pyrrolo[2,3-b]pyridin-3-yl)-2,6-difluorobenzoic acid CC1=NOC(=C1C=1C=C2C(=NC1)N(C=C2C=2C(=C(C(=O)O)C(=CC2)F)F)[C@@H](C)C2=NC=CC=C2)C